1-(benzofuran-2-yl)-2-bromobutan-1-one O1C(=CC2=C1C=CC=C2)C(C(CC)Br)=O